FC1=C(C=CC=C1)NC(=O)N1CCCCN2[C@H]([C@H]([C@@H]2C1)C1=CC=C(C=C1)C#CC1=CC=C(C=C1)OC)CO (8R,9S,10R)-N-(2-fluorophenyl)-10-(hydroxymethyl)-9-(4-((4-methoxyphenyl)ethynyl)phenyl)-1,6-diazabicyclo[6.2.0]decane-6-carboxamide